C(C1=CC=CC=C1)OC=1C(=NC(=C2C=CC(N(C12)C)=O)Cl)C 8-(benzyloxy)-5-chloro-1,7-dimethyl-1,6-naphthyridin-2(1H)-one